[Si](C1=CC=CC=C1)(C1=CC=CC=C1)(C(C)(C)C)OC1CC(NCC1)(C)COC 4-((tert-butyldiphenylsilyl)oxy)-2-(methoxymethyl)-2-methylpiperidine